3-(4-bromo-1H-indazol-1-yl)piperidine-2,6-dione BrC1=C2C=NN(C2=CC=C1)C1C(NC(CC1)=O)=O